BrC=1C=C(C=C(C1)Cl)C1=NCCNC1 5-(3-bromo-5-chloro-phenyl)-1,2,3,6-tetrahydropyrazine